(R)-3-(1-((6-bromo-4-methyl-7-(4-methylpiperazin-1-yl)phthalazin-1-yl)amino)ethyl)-2-methylbenzonitrile BrC=1C=C2C(=NN=C(C2=CC1N1CCN(CC1)C)N[C@H](C)C=1C(=C(C#N)C=CC1)C)C